C1(CCCC1)N1C(C=2N(C=3C=CC=CC3C2C)C(=C1)C(=O)NC[C@@H]1N(CCC1)C(C)C)=O (R)-2-cyclopentyl-N-((1-isopropylpyrrolidin-2-yl)methyl)-10-methyl-1-oxo-1,2-dihydropyrazino[1,2-a]indole-4-carboxamide